S1C=NC=2N=CN=CC21 thiazolo(4,5-D)pyrimidine